C(C)(C)C=1C=C(C=C(C1)C(C)C)C=1C(=C(C=CC1)C(C)(C)C)CCCC(C)=O 3',5'-diisopropyl-3-tert-butyl-1,1'-biphenyl-2-pentanone